ClCC=1C(=NC(=NC1C)C(C)=O)OC 1-(5-(chloromethyl)-4-methoxy-6-methyl-pyrimidin-2-yl)-ethanone